(E)-9-(1-trityl-1H-imidazol-4-yl)non-8-enoic Acid C(C1=CC=CC=C1)(C1=CC=CC=C1)(C1=CC=CC=C1)N1C=NC(=C1)/C=C/CCCCCCC(=O)O